4-(2-bromo-6-fluorobenzoyl)-1H-pyrrole-2-carboxylic acid BrC1=C(C(=O)C=2C=C(NC2)C(=O)O)C(=CC=C1)F